3-fluoro-4-((6-methylpyridin-2-yl)oxy)phenyl-7H-pyrrolo[2,3-d]pyrimidin-4-amine FC=1C=C(C=CC1OC1=NC(=CC=C1)C)C=1N=C(C2=C(N1)NC=C2)N